3-Cyclopropyl-5-((2-Fluoro-4-Iodophenyl)Amino)-6,8-Dimethylpyrido[4,3-d]Pyrimidine-2,4,7(1H,3H,6H)-Trione C1(CC1)N1C(NC=2C(C1=O)=C(N(C(C2C)=O)C)NC2=C(C=C(C=C2)I)F)=O